4-((2-aminopyrimidin-5-yl)ethynyl)-1-methyl-6-(6-phenyl-5,6-dihydrocyclopenta[c]pyrazol-2(4H)-yl)pyridine-2(1H)-one NC1=NC=C(C=N1)C#CC1=CC(N(C(=C1)N1N=C2C(=C1)CCC2C2=CC=CC=C2)C)=O